ICC(CCCCCCCCCCCC)CCCCCCCCCC 1-iodo-2-decyl-tetradecane